ClS(=O)(=O)C1CCC(CC1)NC(OCC1=CC=CC=C1)=O Benzyl ((1R,4R)-4-(chlorosulfonyl)cyclohexyl)carbamate